C(#N)C=1C(=NNC1C)C 4-cyano-3,5-dimethyl-pyrazol